7-((1S,5R)-3-azabicyclo[3.1.0]hexan-1-ylethynyl)-N-(3-chloro-2-fluorophenyl)-6-nitroquinazolin-4-amine [C@@]12(CNC[C@@H]2C1)C#CC1=C(C=C2C(=NC=NC2=C1)NC1=C(C(=CC=C1)Cl)F)[N+](=O)[O-]